6-((tetrahydro-2H-pyran-2-yl)oxy)hexanoic acid O1C(CCCC1)OCCCCCC(=O)O